FC=1C(=NC=2N(C1)N=CC2C(=O)OCC)N[C@H](C)C=2C(=NC=C(C2)F)OC ethyl (R)-6-fluoro-5-((1-(5-fluoro-2-methoxypyridin-3-yl)ethyl)amino)pyrazolo[1,5-a]pyrimidine-3-carboxylate